(-)-Methyl-2-methyl-4-oxo-3-(4-(m-tolyl)buta-2,3-dien-1-yl)chromane-3-carboxylate COC(=O)C1(C(OC2=CC=CC=C2C1=O)C)CC=C=CC=1C=C(C=CC1)C